C1=CC=C(C=C1)N(C2=CC=CC=C2)C3=CC=C(C=C3)N(C4=CC=C(C=C4)N(C5=CC=CC=C5)C6=CC=CC=C6)C7=CC=C(C=C7)N(C8=CC=CC=C8)C9=CC=CC=C9 4,4',4''-tris(n,n-diphenylamino)triphenylamine